tert-butyl N-(5-bromo-4-cyclopropyl-6-methoxy-pyrimidin-2-yl)-N-tert-butoxycarbonyl-carbamate BrC=1C(=NC(=NC1OC)N(C(OC(C)(C)C)=O)C(=O)OC(C)(C)C)C1CC1